CS(=O)(=O)NC(CCC)=O N-(methylsulfonyl)butanamide